7-[5-(1-methyl-3-piperidyl)-1,3,4-oxadiazol-2-yl]-1,1-dioxo-2,3-dihydro-1lambda6,5-benzothiazepin-4-one CN1CC(CCC1)C1=NN=C(O1)C=1C=CC2=C(NC(CCS2(=O)=O)=O)C1